N-((1s,3s)-3-((4-((2,3-dihydro-1H-inden-4-yl)amino)-7-methoxyquinazolin-6-yl)oxy)cyclobutyl)propiolamide C1CCC2=C(C=CC=C12)NC1=NC=NC2=CC(=C(C=C12)OC1CC(C1)NC(C#C)=O)OC